C(CCCCCC(C)C)(=O)[O-].[Sn+2].C(CCCCCC(C)C)(=O)[O-] tin (II) isononanoate